2-(3-methylimidazol-4-yl)-6-(3-methyloxetan-3-yl)pyrimidine-4-carboxylic acid CN1C=NC=C1C1=NC(=CC(=N1)C(=O)O)C1(COC1)C